C(C)(C)(C)N(C(O)=O)C1CCN(CC1)CCCCCCCNC1=C2C(N(C(C2=CC=C1)=O)C1C(NC(CC1)=O)=O)=O.BrCCO[Si](C)(C)C(C)(C)C (2-Bromoethyloxy)(tert-butyl)dimethylsilane tert-butyl-(1-(7-((2-(2,6-dioxopiperidin-3-yl)-1,3-dioxoisoindolin-4-yl)amino)heptyl)piperidin-4-yl)carbamate